Methyl (5-((3-fluoro-4-morpholinophenyl)thio)-1H-benzo[d]imidazol-2-yl)carbamate FC=1C=C(C=CC1N1CCOCC1)SC1=CC2=C(NC(=N2)NC(OC)=O)C=C1